Bis(2,4-dicumylphenyl)-pentaerythritol C(C)(C)(C1=CC=CC=C1)C1=C(C=CC(=C1)C(C)(C)C1=CC=CC=C1)C(O)(C(CO)(CO)CO)C1=C(C=C(C=C1)C(C)(C)C1=CC=CC=C1)C(C)(C)C1=CC=CC=C1